ClC=1C=C2C(=NC(=NC2=C(C1C1=C(C(=CC(=N1)N)C)C(F)(F)F)F)OCC1(CC1)CN1CCCCC1)N1C[C@@H]2CC[C@H](CC1)N2 6-{6-chloro-4-[(1S,6R)-3,9-diazabicyclo[4.2.1]nonan-3-yl]-8-fluoro-2-({1-[(piperidin-1-yl)methyl]cyclopropyl}methoxy)quinazolin-7-yl}-4-methyl-5-(trifluoromethyl)pyridin-2-amine